1-(4-(3-((4-amino-5-(2-fluoro-4-phenoxy-phenyl)-7-methyl-7H-pyrrolo[2,3-d]pyrimidin-6-yl)eth-ynyl)azetidin-1-yl)-piperidin-1-yl)prop-2-en-1-one NC=1C2=C(N=CN1)N(C(=C2C2=C(C=C(C=C2)OC2=CC=CC=C2)F)C#CC2CN(C2)C2CCN(CC2)C(C=C)=O)C